O=C1NC(CCC1C1=COC=2C1=NC(=CC2)C#CCNC(C2=NC=C(C=C2)C=2N=CC1=C(C=CC=C1C2)C2=CC1=C(N(C(N1C)=O)C)C(=C2)C(C)C)=O)=O N-(3-(3-(2,6-dioxo-piperidin-3-yl)furo[3,2-b]pyridin-5-yl)prop-2-yn-1-yl)-5-(8-(7-isopropyl-1,3-dimethyl-2-oxo-2,3-dihydro-1H-benzo[d]imidazol-5-yl)isoquinolin-3-yl)picolinamide